tert-butyl (2S,4R)-4-fluoro-2-((3-phenylpropyl)carbamoyl)pyrrolidine-1-carboxylate F[C@@H]1C[C@H](N(C1)C(=O)OC(C)(C)C)C(NCCCC1=CC=CC=C1)=O